sodium oleyl sulfate Sodium oleyl-sulfate C(CCCCCCC\C=C/CCCCCCCC)OS(=O)(=O)[O-].[Na+].S(=O)(=O)(OCCCCCCCC\C=C/CCCCCCCC)[O-].[Na+]